(4aR,8aS)-6-[3-[4-[(3-Fluoro-4-pyridyl)oxy]phenyl]azetidine-1-carbonyl]-4,4a,5,7,8,8a-hexahydropyrido[4,3-b][1,4]oxazin-3-one FC=1C=NC=CC1OC1=CC=C(C=C1)C1CN(C1)C(=O)N1C[C@@H]2[C@@H](OCC(N2)=O)CC1